6-(6-fluoropyridin-3-yl)-3-(3-(pyridin-4-yl)-1H-pyrazol-5-yl)-1,3-oxazinan-2-one FC1=CC=C(C=N1)C1CCN(C(O1)=O)C1=CC(=NN1)C1=CC=NC=C1